bisstyryl-anthracene tert-Butyl-(4S)-5-amino-4-[4-[[4-[[3-[(2-methoxyethylamino)methyl]morpholin-4-yl]methyl]phenyl]methoxy]-1-oxo-isoindolin-2-yl]-5-oxo-pentanoate C(C)(C)(C)OC(CC[C@@H](C(=O)N)N1C(C2=CC=CC(=C2C1)OCC1=CC=C(C=C1)CN1C(COCC1)CNCCOC)=O)=O.C(=CC1=CC=CC=C1)C=1C2=CC=CC=C2C(=C2C=CC=CC12)C=CC1=CC=CC=C1